5-Fluoro-1-(3-(4-(Cyclohexylcarbonyl)piperazine-1-carbonyl)benzyl)quinazoline-2,4(1H,3H)-dione FC1=C2C(NC(N(C2=CC=C1)CC1=CC(=CC=C1)C(=O)N1CCN(CC1)C(=O)C1CCCCC1)=O)=O